decamethyl-biscyclopentadienyl-zirconium dichloride [Cl-].[Cl-].C[Zr](C1C=CC=C1)(C1C=CC=C1)(C)(C)(C)(C)(C)(C)(C)(C)C